C1(CC1)C1=NN(C(=C1)I)C1OCCCC1 3-cyclopropyl-5-iodo-1-(tetrahydro-2H-pyran-2-yl)-1H-pyrazole